2-(2,6-Dicarbonylpiperidin-3-yl)-1,3-Dicarbonylisoindoline-5-carbaldehyde C(=O)=C1NC(CCC1N1C(C2=CC=C(C=C2C1=C=O)C=O)=C=O)=C=O